N-(tetrahydro-2H-pyran-4-yl)-5-(2-((tetrahydro-2H-pyran-4-yl)amino)-7H-pyrrolo[2,3-d]pyrimidin-5-yl)pyrazolo[1,5-a]pyridine-3-carboxamide O1CCC(CC1)NC(=O)C=1C=NN2C1C=C(C=C2)C2=CNC=1N=C(N=CC12)NC1CCOCC1